ClC=1C=CC2=C(NC3=C(CC2)C=CC=C3)C1 3-chloro-10,11-dihydro-5H-dibenzo[b,f]azepine